(2R)-3-[(3R)-3-[1-(7-{[(1R)-1-(2,4-dichlorophenyl)ethyl]amino}-2-methylpyrazolo[4,3-d]pyrimidin-5-yl)azetidin-3-yl]piperidin-1-yl]propane-1,2-diol ClC1=C(C=CC(=C1)Cl)[C@@H](C)NC=1C=2C(N=C(N1)N1CC(C1)[C@@H]1CN(CCC1)C[C@H](CO)O)=CN(N2)C